COC1=C(C=C2C(=C1)N=CN=C2NC3=CC(=C(C=C3)F)Cl)OCCCN4CCOCC4 N-(3-chloro-4-fluoro-phenyl)-7-methoxy-6-(3-morpholin-4-ylpropoxy)quinazolin-4-amine